CS(=O)(=O)OCCC(C)(C)C 3,3-dimethylbutyl methanesulfonate